N1(CCCCC1)CC#CC=1C=CC2=C(C(OC3=CC=CC=C23)=O)C1 8-(3-(piperidin-1-yl)prop-1-yn-1-yl)-6H-benzo[c]chromen-6-one